C(=O)O.CN(CC=CC=O)C 4-(dimethylamino)but-2-en-1-one formate salt